FC(C(=O)O)(F)F.FC=1C=C(CNC=2C=CC(=C(C(=O)NCC3(CC3)O)C2)N2CCNCC2)C=CC1OC 5-((3-fluoro-4-methoxybenzyl)amino)-N-((1-hydroxycyclopropyl)methyl)-2-(piperazin-1-yl)benzamide trifluoroacetate